CC1=CC2=C(SC3=C2C=C(C(=C3)C)C)C=C1 2,7,8-trimethyl-dibenzothiophene